C(C)[C@]1(C(OCC=2C(N3CC=4N(C5=CC=C(C=C5C(C4C3=CC21)=O)F)C=2C=NN(C2CO)C)=O)=O)O (S)-4-ethyl-8-fluoro-4-hydroxy-11-(5-(hydroxymethyl)-1-methyl-1H-pyrazol-4-yl)-1H-pyrano[3',4':6,7]indolizino[2,1-b]quinoline-3,6,14(4H,11H,12H)-trione